tris(2,4-di-tertiary-butylphenol) phosphite P(O)(O)O.C(C)(C)(C)C1=C(C=CC(=C1)C(C)(C)C)O.C(C)(C)(C)C1=C(C=CC(=C1)C(C)(C)C)O.C(C)(C)(C)C1=C(C=CC(=C1)C(C)(C)C)O